(1S,4s)-4-(2-((1R,2R)-2-hydroxycyclopentylamino)-8-(2,4,6-trichlorophenylamino)-9H-purin-9-yl)cyclohexanecarboxamide O[C@H]1[C@@H](CCC1)NC1=NC=C2N=C(N(C2=N1)C1CCC(CC1)C(=O)N)NC1=C(C=C(C=C1Cl)Cl)Cl